bis(2-hydroxypropyl) terephthalate C(C1=CC=C(C(=O)OCC(C)O)C=C1)(=O)OCC(C)O